2-Acetylmethylthioacetic acid methyl ester COC(CCC(C)=O)=S